3-(methylsulfonyl)benzylamine HCl Cl.CS(=O)(=O)C=1C=C(CN)C=CC1